tert-butyl (2-((2-((4-(5-(3-ethynylbenzamido)-1-methyl-1H-pyrazol-3-yl)phenyl)carbamoyl)benzyl)oxy)ethyl)carbamate C(#C)C=1C=C(C(=O)NC2=CC(=NN2C)C2=CC=C(C=C2)NC(=O)C2=C(COCCNC(OC(C)(C)C)=O)C=CC=C2)C=CC1